C1=C2C3=C(NC(C2=CN=C1)=O)N1C(=N3)C=NC=C1 pyrazino[2',1':2,3]imidazo[4,5-c][2,7]naphthyridin-5(6H)-one